(R)-N-(1-(3-(difluoromethyl)-2-fluorophenyl)ethyl)-6-(piperidin-4-yl)-[1,2,4]triazolo[4',3':1,6]pyrido[2,3-d]pyrimidin-4-amine FC(C=1C(=C(C=CC1)[C@@H](C)NC=1C2=C(N=CN1)N1C(C(=C2)C2CCNCC2)=NN=C1)F)F